CS(=O)(=O)C1=C2C(C(=NN(C2=CC=C1)C1=CC=C(C=C1)OC(F)(F)F)C(=O)OCCCCCCCCCC1=CC=CC=C1)=O 9-phenylnonyl 5-methylsulfonyl-4-oxo-1-[4-(trifluoromethoxy)phenyl]cinnoline-3-carboxylate